cyclopropoxy-5-((3,3-difluoro-1-methylpiperidin-4-yl)oxy)quinazolin-4-amine C1(CC1)OC1=NC2=CC=CC(=C2C(=N1)N)OC1C(CN(CC1)C)(F)F